2-(2-hydroxyethylamino)-1-propylamine OCCNC(CN)C